[N+](=O)([O-])C1=CC(=C(C=C1)C=O)N1CC(CC1)C(F)(F)F [4-nitro-2-[3-(trifluoromethyl)pyrrolidin-1-yl]phenyl]methanone